tert-butyl N-[3-chloro-5-[(1,1-dideuterio-2-methyl-propyl)sulfamoyl]-8,9-dihydro-7H-cyclopenta[h]isoquinolin-7-yl]carbamate ClC=1N=CC2=C3C(=CC(=C2C1)S(NC(C(C)C)([2H])[2H])(=O)=O)C(CC3)NC(OC(C)(C)C)=O